NC=1C(=CC=2C(=C3N(CCN(C3)C(CCOCCC)=O)C2N1)C)Cl 1-(3-(2-amino-3-chloro-5-methyl-8,9-dihydropyrido[3',2':4,5]pyrrolo[1,2-a]pyrazin-7(6H)-yl)-3-oxopropoxy)propan